4-(5-chlorothiophene-2-yl)benzaldehyde ClC1=CC=C(S1)C1=CC=C(C=O)C=C1